C(C1=CC=CC=C1)N(C1=C(C=C(C=C1)C(C(F)(F)F)(C(F)(F)F)O)Cl)CC 2-(4-(benzyl-(ethyl)amino)-3-chlorophenyl)-1,1,1,3,3,3-hexafluoropropan-2-ol